COC=1C=C(C=C(C1)OC)N(C(=O)C=1N=C(SC1)C#C)[C@H]1CN(CC1)S(=O)(=O)C(F)(F)F (R)-N-(3,5-Dimethoxyphenyl)-2-ethynyl-N-(1-((trifluoromethyl)sulfonyl)pyrrolidin-3-yl)thiazole-4-carboxamide